Methyl 2-Bromo-5-methoxybenzoat BrC1=C(C(=O)OC)C=C(C=C1)OC